CC12CC(=CC(N2[C@@H](CC1)C(=O)OCC)=O)OS(=O)(=O)C(F)(F)F ethyl (3S)-8a-methyl-5-oxo-7-(((trifluoromethyl)sulfonyl)oxy)-1,2,3,5,8,8a-hexahydroindolizine-3-carboxylate